COC(=O)C1=CN(C(C(=C1)SCC1=CC=CC=C1)=O)C 5-Benzylthio-1-methyl-6-oxo-pyridine-3-carboxylic acid methyl ester